(R)-2-((((9H-fluoren-9-yl)methoxy)carbonyl)(methyl)amino)-6-(allyloxy)-6-oxohexanoic acid C1=CC=CC=2C3=CC=CC=C3C(C12)COC(=O)N([C@@H](C(=O)O)CCCC(=O)OCC=C)C